(4-tert-butylphenyl)(3,4-dihydroxyphenyl)methanone C(C)(C)(C)C1=CC=C(C=C1)C(=O)C1=CC(=C(C=C1)O)O